ClC1=C(OC(C(=O)O)(C)C)C=C(C(=C1)C(=O)NC)OC[C@H](CN1CCC2(CC1)OC1=C(C2)C=C(C=C1)Cl)O 2-[2-Chloro-5-[(2S)-3-(5-chlorospiro[benzofuran-2(3H),4'-piperidin]-1'-yl)-2-hydroxypropoxy]-4-[(methylamino)carbonyl]phenoxy]-2-methylpropanoic acid